7-methoxypyrrolo[1,2-a]quinoxaline COC=1C=C2N=CC=3N(C2=CC1)C=CC3